methyl 5-bromo-2-hydroxy-1,2-dihydropyridine-3-carboxylate BrC=1C=C(C(NC1)O)C(=O)OC